2-(4-iodophenyl)-3-(3-methoxyphenyl)-4-methyl-7-(tetrahydropyran-2-yloxy)-2H-chromene IC1=CC=C(C=C1)C1OC2=CC(=CC=C2C(=C1C1=CC(=CC=C1)OC)C)OC1OCCCC1